(E)-2-fluorobenzaldehyde O-(2-chloro-6-((4,6-dimethoxypyrimidin-2-yl)thio)benzoyl) oxime ClC1=C(C(=O)O\N=C\C2=C(C=CC=C2)F)C(=CC=C1)SC1=NC(=CC(=N1)OC)OC